(5E)-5-((3-bromo-4-hydroxy-5-methoxyphenyl)methylene)-3-(3-chlorophenyl)-2-thioxothiazolidin-4-one BrC=1C=C(C=C(C1O)OC)\C=C\1/C(N(C(S1)=S)C1=CC(=CC=C1)Cl)=O